4-methylene-2,5-cyclohexadien-1-one C=C1C=CC(C=C1)=O